CN(C)CC1=CC=C(C=C1)NN [4-(N,N-dimethylaminomethyl)phenyl]hydrazine